3,4-dichlorophenyl-magnesium bromide ClC=1C=C(C=CC1Cl)[Mg]Br